((3s,5s,7s)-adamantan-1-yl)carbamic acid phenyl ester C1(=CC=CC=C1)OC(NC12CC3CC(CC(C1)C3)C2)=O